NC1=NC=CC2=CC=C(C=C12)C=1C=C2C(=NN(C2=CC1)[C@@H]1COCC1)COC1=C(C=CC=C1)CC(=O)OCC (S)-ethyl 2-(2-((5-(1-aminoisoquinolin-7-yl)-1-(tetrahydrofuran-3-yl)-1H-indazol-3-yl)methoxy)phenyl)acetate